3,6-diazabicyclo[2.2.1]heptane C12CNC(CN1)C2